4-(benzyloxy)-6-((2R,3S,4S,5R)-3-(3,4-difluoro-2-methoxyphenyl)-4,5-dimethyl-5-(trifluoromethyl)tetrahydrofuran-2-yl)-2-methyl-3-(prop-1-en-2-yl)pyridine C(C1=CC=CC=C1)OC1=C(C(=NC(=C1)[C@@H]1O[C@]([C@H]([C@H]1C1=C(C(=C(C=C1)F)F)OC)C)(C(F)(F)F)C)C)C(=C)C